3-((4-(decyloxy)phenyl)sulfonyl)-4-(4-(4-methyl-1,4-diazepan-1-yl)-[1,4'-bipiperidin]-1'-yl)-6-(methylsulfinyl)quinoline C(CCCCCCCCC)OC1=CC=C(C=C1)S(=O)(=O)C=1C=NC2=CC=C(C=C2C1N1CCC(CC1)N1CCC(CC1)N1CCN(CCC1)C)S(=O)C